N[C@@H](COC1=NC(=NC(=C1)C1=C(C=CC=C1C)C)NS(=O)(=O)C=1C=C(C(=O)O)C=CC1)CCC(C)(C)C 3-[[4-[(2R)-2-Amino-5,5-dimethyl-hexoxy]-6-(2,6-dimethylphenyl)pyrimidin-2-yl]sulfamoyl]benzoic acid